C(C)C=1C=C(SC1C(=O)OC)N(NC(=O)OC(C)(C)C)C(=O)OC(C)(C)C di-tert-butyl 1-(4-ethyl-5-(methoxycarbonyl)thiophen-2-yl)hydrazine-1,2-dicarboxylate